(S)-methanesulfonic acid 2-oxopyrrolidin-3-yl ester O=C1NCC[C@@H]1OS(=O)(=O)C